Hexaphen C1=CC=CC2=CC3=CC=C4C=C5C=C6C=CC=CC6=CC5=CC4=C3C=C12